BrC1=CC=C(C=C1)S(=O)(=O)NC(C1=CC=CC=C1)=O N-((4-bromophenyl)sulfonyl)benzamide